NC=1C2=C(N=CN1)NC(=C2C2=CC=C(C=C2)S(=O)(=O)N2CCCC2)C2=CC=C(C=C2)NC(C(=C)C)=O N-(4-(4-amino-5-(4-(pyrrolidin-1-ylsulfonyl)phenyl)-7H-pyrrolo[2,3-d]pyrimidin-6-yl)phenyl)methacrylamide